3',5-dipropyl-3-[(S)-2,6-diamino-1-hexanoyl]amino-2,4'-dihydroxy-1,1'-biphenyl hydrochloride Cl.C(CC)C=1C=C(C=CC1O)C1=C(C(=CC(=C1)CCC)NC([C@H](CCCCN)N)=O)O